cis-5-(2-fluorocyclopropyl)-1-methyl-1H-pyrazol F[C@@H]1[C@@H](C1)C1=CC=NN1C